C1(=CC=C(C=C1)N=C=NC(C)(C)C)N=C=NC(C)(C)C p-phenylene-bis(t-butylcarbodiimide)